NC1=NC=CC=C1C1=NC=2C(=NC(=CC2)C2=CC=CC=C2)N1C1=CC=C(C(=O)NCC2=CC(=C(C=C2)C2OCCO2)O[Si](C)(C)C(C)(C)C)C=C1 4-[2-(2-aminopyridin-3-yl)-5-phenylimidazo[4,5-b]pyridin-3-yl]-N-({3-[(tert-butyldimethylsilyl)oxy]-4-(1,3-dioxolan-2-yl)phenyl}methyl)benzamide